C(#C)C=1C(=CC=C2C=C(C=C(C12)C1=C(C=2N=C(N=C(C2C=N1)N1C[C@@H](C(CCC1)(C)C)NC(C=C)=O)OCC12CCCN2CCC1)F)O)F (R)-N-(1-(7-(8-ethynyl-7-fluoro-3-hydroxynaphthalen-1-yl)-8-fluoro-2-((tetrahydro-1H-pyrrolizin-7a(5H)-yl)methoxy)pyrido[4,3-d]pyrimidin-4-yl)-4,4-dimethylazepan-3-yl)acrylamide